FC1(C(=C(C(C1(F)F)(F)F)C=1C=C(SC1C)C=O)C=1C=C(SC1C)C=O)F 4,4'-(perfluorocyclopent-1-ene-1,2-diyl)bis(5-methylthiophene-2-carbaldehyde)